BrC1=CC(=C(C=C1)NC=1N(C(C=C2CCN(C(C12)=O)OC[C@@H](C)O)=O)C)F (R)-8-((4-bromo-2-fluorophenyl)amino)-2-(2-hydroxypropoxy)-7-methyl-3,4-dihydro-2,7-naphthyridine-1,6(2h,7h)-dione